Tert-butyl (S)-2-(3-((1-(dibenzo[b,d]furan-2-yl)ethyl)amino)-2-oxopyrazin-1(2H)-yl)acetate C1=C(C=CC=2OC3=C(C21)C=CC=C3)[C@H](C)NC=3C(N(C=CN3)CC(=O)OC(C)(C)C)=O